2-(N,N-diethylamino)-diazeniumdiolate-2-oxide C(C)N(CC)[N+](=[N+]([O-])[O-])[O-]